N-(5-bromo-1H-pyrrolo[3,2-b]pyridin-3-yl)-1-methyl-6-phenoxy-1H-benzo[d]imidazol-2-amine BrC1=CC=C2C(=N1)C(=CN2)NC2=NC1=C(N2C)C=C(C=C1)OC1=CC=CC=C1